FC1=CC=C(CN2N=CC(=C2)C(=O)N2CC3(CN(C3)C(=O)C3(CC3)C(F)(F)F)C(C2)C=O)C=C1 6-(1-(4-fluorobenzyl)-1H-pyrazole-4-carbonyl)-2-(1-(trifluoromethyl)cyclopropane-1-carbonyl)-2,6-diazaspiro[3.4]octane-8-carbaldehyde